CC1(OC[C@@H](N1C(=O)OC(C)(C)C)CC(C[N+](=O)[O-])O[Si](C(C)C)(C(C)C)C(C)C)C tert-butyl (4S)-2,2-dimethyl-4-(3-nitro-2-((triisopropylsilyl)oxy)propyl)oxazolidine-3-carboxylate